C(C)(=O)OC[C@@H]1OC([C@@H]([C@H]([C@@H]1CC(=O)[O-])CC(=O)[O-])CC(=O)[O-])O (2R,3S,4S,5R)-2-(acetoxymethyl)-6-hydroxytetrahydro-2H-pyran-3,4,5-triyltriacetate